1-(2,2,2-trifluoroethyl)-1H-indazole-3-carboxamide FC(CN1N=C(C2=CC=CC=C12)C(=O)N)(F)F